4-(azetidin-3-yloxy)piperidine-1-carboxylic acid benzyl ester C(C1=CC=CC=C1)OC(=O)N1CCC(CC1)OC1CNC1